CSC1=NN=C(C=2N1C=CN2)O 5-Methylsulfanyl-imidazo[1,2-d][1,2,4]triazin-8-ol